C[C@@H](C(=O)NCCN(C1=NC(=NC(=C1)NC=1SC(=CN1)C1=CC=NC=C1)C)C)NC([O-])=O [(1s)-1-methyl-2-[2-[methyl-[2-methyl-6-[[5-(4-pyridyl)thiazol-2-yl]amino]pyrimidin-4-yl]amino]ethylamino]-2-oxo-ethyl]carbamate